((1R,4R)-4-(4-(((R)-1-(3-amino-5-(trifluoromethyl)phenyl)ethyl)amino)-7-methoxy-2-Methylquinazolin-6-yl)cyclohexyl)(4-(3-(piperidin-4-yl)prop-2-yn-1-yl)piperazin-1-yl)methanone NC=1C=C(C=C(C1)C(F)(F)F)[C@@H](C)NC1=NC(=NC2=CC(=C(C=C12)C1CCC(CC1)C(=O)N1CCN(CC1)CC#CC1CCNCC1)OC)C